thieno-pyrimidine N1=CN=CC2=C1C=CS2